1-Butyl-2-[2-[3-[(1-butyl-6-chlorobenz[cd]indol-2(1H)-ylidene)ethylidene]-2-chloro-5-methyl-1-cyclohexen-1-yl]ethenyl]-6-chlorobenz[cd]indolium C(CCC)[N+]1=C(C2=C3C(C(=CC=C13)Cl)=CC=C2)C=CC2=C(C(CC(C2)C)=CC=C2N(C1=CC=C(C=3C1=C2C=CC3)Cl)CCCC)Cl